(2R,4S)-tert-butyl 4-(8-bromo-6-chloro-3,4-dihydroquinolin-1(2H)-yl)-2-(((tert-butyldimethylsilyl)oxy)methyl)-2-methylpyrrolidine-1-carboxylate BrC=1C=C(C=C2CCCN(C12)[C@H]1C[C@](N(C1)C(=O)OC(C)(C)C)(C)CO[Si](C)(C)C(C)(C)C)Cl